(S)- and (R)-3-(2-((4-cyanophenethyl)amino)-2-phenylacetyl)-N-(2-hydroxy-2-methylpropyl)-1H-indole-6-carboxamide C(#N)C1=CC=C(CCN[C@H](C(=O)C2=CNC3=CC(=CC=C23)C(=O)NCC(C)(C)O)C2=CC=CC=C2)C=C1 |r|